CN1CCC(CC1)OC1=CC(=C2CN(CC2=C1)C(=O)OC(C)(C)C)N[C@H]1COCC1 tert-butyl (R)-6-((1-methylpiperidin-4-yl)oxy)-4-((tetrahydrofuran-3-yl)amino)isoindoline-2-carboxylate